C1(CC1)C1=C(C(=NC=2N1C(N(N2)C)=O)N2CCC(CC2)OC2=CC1=C(OC(C(O1)([2H])[2H])([2H])[2H])C=C2)C 5-cyclopropyl-7-(4-((2,3-dihydrobenzo[b][1,4]dioxin-6-yl-2,2,3,3-d4)oxy)piperidin-1-yl)-2,6-dimethyl-[1,2,4]triazolo[4,3-a]pyrimidin-3(2H)-one